(R,E)-tert-butyl-((2-(8,8-difluoro-4-methylocta-3,7-dien-1-yl)-2,5,7,8-tetramethylchroman-6-yl)oxy)dimethylsilane C(C)(C)(C)[Si](C)(C)OC=1C(=C2CC[C@@](OC2=C(C1C)C)(C)CC\C=C(\CCC=C(F)F)/C)C